2,6-dibenzyloxypyridine-3-boronic acid pinacol ester C(C1=CC=CC=C1)OC1=NC(=CC=C1B1OC(C)(C)C(C)(C)O1)OCC1=CC=CC=C1